ethyl 4-(4-bromophenyl)-4-methylpiperidine-1-carboxylate BrC1=CC=C(C=C1)C1(CCN(CC1)C(=O)OCC)C